FC1(CCC(CC1)[C@H](NC(=O)C1=CC=NN1CC)C=1N=C2N(N=C(C(=C2)C=C)CC2C(NC[C@@H](C2)C(F)(F)F)=O)C1)F N-((1S)-(4,4-difluorocyclohexyl)(6-(((5R)-2-oxo-5-(trifluoromethyl)piperidin-3-yl)methyl)-7-vinylimidazo[1,2-b]pyridazin-2-yl)methyl)-1-ethyl-1H-pyrazole-5-carboxamide